(E)-methyl 4-(4-(2-(2-(2-hydroxyethoxy)ethoxy)ethoxy)piperidin-1-yl)but-2-enoate OCCOCCOCCOC1CCN(CC1)C/C=C/C(=O)OC